CC1=NC(=NC(=C1)Cl)C Methyl-6-chloro-2-methylpyrimidine